tert-butyl (3S,5S)-3-((8-ethyl-6-(3-fluoro-4-(phenylmethylsulfonylamino) phenyl) quinazolin-2-yl) amino)-5-fluoropiperidine-1-carboxylate C(C)C=1C=C(C=C2C=NC(=NC12)N[C@@H]1CN(C[C@H](C1)F)C(=O)OC(C)(C)C)C1=CC(=C(C=C1)NS(=O)(=O)CC1=CC=CC=C1)F